C(CCCCCCCC(=O)ON1C(C2=CC=CC=C2C1=O)=O)(=O)ON1C(C2=CC=CC=C2C1=O)=O Bis(1,3-dioxoisoindolin-2-yl) azelate